NC1=NC=CC=2N=C(N=CC21)NC2CCC(CC2)O (1R,4R)-4-((5-aminopyrido[4,3-d]pyrimidin-2-yl)amino)cyclohexan-1-ol